2-fluoro-6-[(2-chloro-4-fluorobenzyl)amino]-9-(tetrahydrofuran-2-yl)-9H-purine FC1=NC(=C2N=CN(C2=N1)C1OCCC1)NCC1=C(C=C(C=C1)F)Cl